Nickel diethylethylenediamine tetrafluoroborate F[B-](F)(F)F.C(C)NCCNCC.[Ni+2].F[B-](F)(F)F